tert-butyl-Cyclopentadienyl-zirconium trichloride [Cl-].[Cl-].[Cl-].C(C)(C)(C)[Zr+3]C1C=CC=C1